5-bromo-6-chloropyridin-2-amine BrC=1C=CC(=NC1Cl)N